ClC1=CC(=NC=C1)CNC1=C2N=CN(C2=NC(=N1)C=1C=NC=C(C1)F)[C@H]1[C@@H]([C@@H]([C@H](O1)C(=O)NC(C)C)O)O (2S,3S,4R,5R)-5-(6-(((4-chloropyridin-2-yl)methyl)amino)-2-(5-fluoropyridin-3-yl)-9H-purin-9-yl)-3,4-dihydroxyl-N-isopropyltetrahydrofuran-2-formamide